4-amino-N-(1-((3-chloro-2-fluorophenyl)amino)-6-methylisoquinolin-5-yl)pyrrolo[2,1-f][1,2,4]triazine-7-carboxamide NC1=NC=NN2C1=CC=C2C(=O)NC2=C1C=CN=C(C1=CC=C2C)NC2=C(C(=CC=C2)Cl)F